[N+](=O)([O-])O[O-] peroxynitrate